FC1(CC=2C(=C3N(C2CC1)C=CC(=C3)F)C(=O)NC3CC1COCC(C3)N1)F 2,2,8-trifluoro-N-{3-oxa-9-azabicyclo[3.3.1]nonan-7-yl}-1H,3H,4H-pyrido[1,2-a]indole-10-carboxamide